N1=C(C=CC=C1)C1=CC=C(C(=O)O)C=C1 4-(pyridin-2-yl)benzoic acid